[(2R,3S,4R,5R)-3,4-DIHYDROXY-5-[4-(HYDROXYAMINO)-2-OXOPYRIMIDIN-1-YL]OXOLAN-2-YL]METHYL-2-METHYLPROPANOATE O[C@@H]1[C@H](O[C@H]([C@@H]1O)N1C(N=C(C=C1)NO)=O)COC(C(C)C)=O